(R)-2,2-difluorocyclopropanecarbohydrazide hydrochloride Cl.FC1([C@H](C1)C(=O)NN)F